FC=1C=C(C=CC1C=1C=NC(=CC1)C=1N=NN(N1)C1CC1)N1C(O[C@@H](C1)C(C)O)=O (S)-3-(3-fluoro-4-(6-(2-cyclopropyl-2H-tetrazol-5-yl)pyridin-3-yl)phenyl)-5-(1-hydroxyethyl)oxazolidin-2-one